C(C)(C)(C)OC(=O)N1C[C@@H](N(C[C@H]1CC)C1=NC(=NC=2N1N=C(C2)C(=O)OCC)Cl)CC ethyl 4-((2S,5R)-4-(tert-butoxycarbonyl)-2,5-diethylpiperazin-1-yl)-2-chloropyrazolo[1,5-a][1,3,5]triazine-7-carboxylate